4-[2-[[(3R,5S)-1-ethyl-5-hydroxy-3-piperidyl]amino]oxazolo[4,5-b]pyrazin-5-yl]-3-hydroxy-5-(methoxymethyl)benzonitrile C(C)N1C[C@@H](C[C@@H](C1)O)NC=1OC=2C(=NC(=CN2)C2=C(C=C(C#N)C=C2COC)O)N1